C(C)(C)(C)C=1N(C=CN1)CC1=CC=C(C=C1)C1=C(SC(=C1)CC(C)C)S(=O)(=O)N 3-(4-((2-(tert-butyl)-1H-imidazol-1-yl)methyl)phenyl)-5-isobutylthiophene-2-sulfonamide